6-(4-(hydroxymethyl)-1H-1,2,3-triazol-1-yl)-4-(methoxy-d3)pyridine-3-carbonitrile OCC=1N=NN(C1)C1=CC(=C(C=N1)C#N)OC([2H])([2H])[2H]